spirosolane C[C@H]1[C@H]2[C@H](C[C@@H]3[C@@]2(CC[C@H]4[C@H]3CCC5[C@@]4(CCCC5)C)C)OC16CCC(CN6)C